methyl (S)-2-(2-((tert-butoxycarbonyl) amino) acetamido)-3-hydroxypropionate C(C)(C)(C)OC(=O)NCC(=O)N[C@H](C(=O)OC)CO